1-(3-(7-fluorobenzofuran-5-yl)-6-(3-(2-methoxyethoxy)propyl)pyrazin-2-yl)piperidine-4-carboxylic acid FC1=CC(=CC=2C=COC21)C=2C(=NC(=CN2)CCCOCCOC)N2CCC(CC2)C(=O)O